c-1,2-Dimethylcyclopentane C[C@@H]1CCC[C@@H]1C